1,4-di-tert-butyl-2-methoxy-5-(2-(2-methoxyethoxy)ethoxy)benzene C(C)(C)(C)C1=C(C=C(C(=C1)OCCOCCOC)C(C)(C)C)OC